thiazole-4-carboxylic acid methyl-(R)-1,2,3,4-tetrahydro-naphthalen-1-yl-amide CN(C(=O)C=1N=CSC1)[C@@H]1CCCC2=CC=CC=C12